COCCOC(C(C(C(=O)OCCOC)C(C)CC)(C#N)C(C)CC)=O 2,3-di-sec-butyl-2-cyanosuccinic acid-1,4-di-(2-methoxyethyl) ester